6-({3-[(ethylamino)methyl]-3-fluoroazetidin-1-yl}carbonyl)-2,3-difluoro-N-(2-fluoro-4-iodophenyl)aniline C(C)NCC1(CN(C1)C(=O)C1=CC=C(C(=C1NC1=C(C=C(C=C1)I)F)F)F)F